5,10-dimethyl-7-[[(1R)-1-[3-(trifluoromethyl)phenyl]ethyl]amino]-2,3-dihydropyridazino[4,5-h][1,5]benzoxazepin-4-one CN1C(CCOC2=C1C=C1C(=C2)C(=NN=C1N[C@H](C)C1=CC(=CC=C1)C(F)(F)F)C)=O